O1[C@@H](CC1)CO (S)-oxetan-2-ylmethanol